CS(=O)(=O)OCCC1=CC=CC=2N(C(=NC21)CNC(=O)OCC2=CC=CC=C2)COCC[Si](C)(C)C 2-[2-({[(benzyloxy)carbonyl]amino}methyl)-1-{[2-(trimethylsilyl)ethoxy]methyl}-1H-benzimidazol-4-yl]ethyl methanesulfonate